C1(CCC1)CNCC=1C=CC=2N(C1)C=C(N2)CN2N=NC(=C2)C2=C1C=NNC1=CC(=C2)OCCOCCOC 1-cyclobutyl-N-((2-((4-(6-(2-(2-methoxyethoxy)ethoxy)-1H-indazol-4-yl)-1H-1,2,3-triazol-1-yl)methyl)imidazo[1,2-a]pyridin-6-yl)methyl)methylamine